4,4'-bis(dimethylamino)thiobenzophenone CN(C1=CC=C(C(=S)C2=CC=C(C=C2)N(C)C)C=C1)C